4-(2-aminoethyl)-6-bromopyridin-2-carbonitrile NCCC1=CC(=NC(=C1)Br)C#N